(S)-N-((4-chlorophenyl)(piperidin-4-yl)methyl)-6-isopropoxypyridine-3-sulfonamide ClC1=CC=C(C=C1)[C@@H](NS(=O)(=O)C=1C=NC(=CC1)OC(C)C)C1CCNCC1